[NH4+].C(C=C(C(=O)[O-])CC(=O)[O-])(=O)[O-].[NH4+].[NH4+] (aconitic acid), ammonium salt